C1=NC=CC2=CC(=CC=C12)NC1=NC=C(C(=N1)NN1C(OC2=C1C=CC=C2)=O)C [2-(isoquinolin-6-ylamino)-5-methyl-pyrimidin-4-ylamino]-3H-benzooxazol-2-one